4,5-Dihydroxynaphthalene-2,7-disulfonic acid OC1=CC(=CC2=CC(=CC(=C12)O)S(=O)(=O)O)S(=O)(=O)O